1-benzyl-3-(3-azidopropyl)-imidazole bromide [Br-].C(C1=CC=CC=C1)N1CN(C=C1)CCCN=[N+]=[N-]